1-(4-(((1-butyryl-1H-benzo[d]imidazol-2-yl)amino)methyl)-5-(4-fluorophenyl)-1H-pyrazol-1-yl)butan-1-one C(CCC)(=O)N1C(=NC2=C1C=CC=C2)NCC=2C=NN(C2C2=CC=C(C=C2)F)C(CCC)=O